C(CN(CC(=O)O)CC(=O)O)N(CC(=O)O)CC(=O)O.C(N(CC(=O)O)CC(=O)O)CN(CC(=O)O)CC(=O)O (edetic acid), ethylenediaminetetraacetic acid salt